BrC=1C=NC=C(C1)C=1OC(CN1)=C 3-Bromo-5-(5-methylene-4,5-dihydro-oxazol-2-yl)-pyridine